O=C1NC2=C(OC[C@@H]1NC(OCC1=CC=CC=C1)=O)C=CC=C2 benzyl (S)-4-oxo-2,3,4,5-tetrahydrobenzo[b][1,4]oxazepin-3-ylcarbamate